ClC1=C(C=C(C=C1)C=1C=NN(C1)C1=C(C(=NN1C)OS(=O)(=O)C(C(F)(F)F)(C(F)(F)F)F)C(F)(F)F)C(N(C)C1CC1)=O [5-[4-[4-chloro-3-[cyclopropyl(methyl)carbamoyl] phenyl]pyrazol-1-yl]-1-methyl-4-(trifluoromethyl)pyrazol-3-yl]1,1,1,2,3,3,3-heptafluoropropane-2-sulfonate